CN(C(=O)C1=CC=C(OC2=C3CC[C@H](C3=CC=C2[N+](=O)[O-])OP(=O)(N2CC2)N2CC2)C=C1)C di(aziridin-1-yl)phosphinic acid (R)-4-(4-(dimethylcarbamoyl) phenoxy)-5-nitro-2,3-dihydro-1H-inden-1-yl ester